Sodium Azid [N-]=[N+]=[N-].[Na+]